methyl 2-(4-(6-((4-chloro-2-fluorobenzyl) oxy) pyridin-2-yl) piperidin-1-yl)-3-methoxypropionate ClC1=CC(=C(COC2=CC=CC(=N2)C2CCN(CC2)C(C(=O)OC)COC)C=C1)F